4,4'-diaminobiphenyl-3,3'-disulfonic acid NC1=C(C=C(C=C1)C1=CC(=C(C=C1)N)S(=O)(=O)O)S(=O)(=O)O